tert-butyl 4-(4-bromo-3-fluorophenyl)piperazine-1-carboxylate BrC1=C(C=C(C=C1)N1CCN(CC1)C(=O)OC(C)(C)C)F